2-chloro-5-[3-hydroxy-3-(trifluoromethyl)azetidine-1-carbonyl]-N-[3-methyl-5-(2-phenylethynyl)-2-pyridyl]benzamide ClC1=C(C(=O)NC2=NC=C(C=C2C)C#CC2=CC=CC=C2)C=C(C=C1)C(=O)N1CC(C1)(C(F)(F)F)O